OCC=1C=C(C(=O)N[C@@H]2CCC3=CC(=CC=C23)C2=NOC(=N2)COC)C=CC1 (R)-3-(hydroxymethyl)-N-(5-(5-(methoxymethyl)-1,2,4-oxadiazol-3-yl)-2,3-dihydro-1H-inden-1-yl)benzamide